(E)-2-(((2-butyl-benzo[d]oxazol-5-yl)oxy)methyl)-3-fluoroprop-2-en-1-amine 4-methyl-benzenesulfonate CC1=CC=C(C=C1)S(=O)(=O)O.C(CCC)C=1OC2=C(N1)C=C(C=C2)OC\C(\CN)=C\F